BrC1=CC=C(C=C1)N=NC1=CC=C(N(CCCC)CCCC)C=C1 4-((4-bromo-phenyl)diazenyl)-N,N-dibutylaniline